COC=1C=NC(=NC1)NC1CCC(CC1)OC1=C2C=C(C=NC2=CC(=N1)N1CCOCC1)O 5-(((1s,4s)-4-((5-Methoxypyrimidin-2-yl)amino)cyclohexyl)oxy)-7-morpholino-1,6-naphthyridin-3-ol